CC=1N=C(SC1C)NC1=C(C2=C(N=N1)N(CC2)C=2SC=C(N2)C(=O)O)C 2-{3-[(4,5-Dimethyl-1,3-thiazol-2-yl)amino]-4-methyl-5H,6H,7H-pyrrolo[2,3-c]pyridazin-7-yl}-1,3-thiazole-4-carboxylic acid